6-(1-(3-(1H-pyrazol-1-yl)propanoyl)-1,2,5,6-tetrahydropyridin-3-yl)-7-fluoro-N,N-dimethyl-4-(4,4,5,5-tetramethyl-1,3,2-dioxaborolan-2-yl)benzo[b]thiophene-2-carboxamide N1(N=CC=C1)CCC(=O)N1CC(=CCC1)C=1C=C(C2=C(SC(=C2)C(=O)N(C)C)C1F)B1OC(C(O1)(C)C)(C)C